5-(4,4,5,5-tetramethyl-1,3,2-dioxaborolan-2-yl)-1-((2-(trimethylsilyl)ethoxy)methyl)-1H-indazole CC1(OB(OC1(C)C)C=1C=C2C=NN(C2=CC1)COCC[Si](C)(C)C)C